CC(C)(C)NC1=C(C(=O)N2C3CC3CC2C(=O)N)C=C(C=C1)S(=O)(=O)C 2-(2-((2-methyl-2-propyl)amino)-5-(methylsulfonyl)benzoyl)-2-azabicyclo[3.1.0]hexane-3-carboxamide